3-((11-(phenylthio)undecyl)thio)propan-1-ol C1(=CC=CC=C1)SCCCCCCCCCCCSCCCO